C(C1=CC=CC=C1)NCCNCCCN N'-Benzyl-N-(3-aminopropyl)ethylendiamin